ClC=1C(=C(C2=C(N(CCO2)CC)C1)C(=O)OC)F methyl 6-chloro-4-ethyl-7-fluoro-2,3-dihydro-1,4-benzoxazine-8-carboxylate